The molecule is a nitrile that is acrylonitrile in which the carbon-carbon double bond has been reduced to a single bond. It has a role as a polar aprotic solvent. It is a volatile organic compound and an aliphatic nitrile. CCC#N